(S)-5-amino-4-(5-(6-amino-5-cyano-4-methylpyridin-2-yl)-4-fluoro-1-oxoisoindolin-2-yl)-5-oxopentanoic acid tert-butyl ester C(C)(C)(C)OC(CC[C@@H](C(=O)N)N1C(C2=CC=C(C(=C2C1)F)C1=NC(=C(C(=C1)C)C#N)N)=O)=O